(R)-1-(2,5-difluoropyridin-3-yl)ethyl (4-(5-(2-cyclopropyloxazole-5-carboxamido)-6-methylpyridin-2-yl)-1-methyl-1H-1,2,3-triazol-5-yl)carbamate C1(CC1)C=1OC(=CN1)C(=O)NC=1C=CC(=NC1C)C=1N=NN(C1NC(O[C@H](C)C=1C(=NC=C(C1)F)F)=O)C